4-((2R,3R)-3-(4-Acryloylpiperazin-1-yl)-2-methylazetidin-1-yl)-6-(4-methyl-1-oxa-8-azaspiro[4.5]dec-3-en-8-yl)-2-(trifluoromethyl)nicotinonitrile C(C=C)(=O)N1CCN(CC1)[C@H]1[C@H](N(C1)C1=CC(=NC(=C1C#N)C(F)(F)F)N1CCC2(C(=CCO2)C)CC1)C